COC1=CC=C(C=C1)CCN p-methoxyphenethylamine